C(C)(=O)C1=NN(C2=CC=C(C=C12)C=1C=NC(=NC1)C)CC(=O)N1[C@@H](C[C@H](C1)F)CS(=O)(=O)C1=NC(=CC=C1)Br 2-(3-acetyl-5-(2-methylpyrimidin-5-yl)-1H-indazol-1-yl)-1-((2S,4R)-2-(((6-bromopyridin-2-yl)sulfonyl)methyl)-4-fluoropyrrolidin-1-yl)ethan-1-one